COC=1C=C(C=CC1NC=1N=CC2=CC=CC(=C2C1)C=1C=NC=NC1)C(=O)N1CC(C1)OC (3-methoxy-4-((5-(pyrimidin-5-yl)isoquinolin-3-yl)amino)phenyl)(3-methoxyazetidin-1-yl)methanone